OC(CCCCCCCC(=O)O)C(CCCCCCCC(=O)O)O 9,10-di-hydroxyoctadecane-1,18-dioic acid